FC1=C(C(=C(C(=C1F)NC(=O)C1=C(SC=C1)C(=O)O)F)F)C1=CC(=CC=C1)OC(F)(F)F ((2,3,5,6-tetrafluoro-3'-(trifluoromethoxy)-[1,1'-biphenyl]-4-yl)carbamoyl)thiophene-2-carboxylic acid